1-[4-[(E)-[(2-isopropylphenyl)carbamothioylhydrazono]methyl]phenyl]-3-methyl-N-[4-(trifluoromethoxy)phenyl]pyrazole-4-carboxamide C(C)(C)C1=C(C=CC=C1)NC(=S)N\N=C\C1=CC=C(C=C1)N1N=C(C(=C1)C(=O)NC1=CC=C(C=C1)OC(F)(F)F)C